[Cl-].C(CCCCCCCCCCCCCCCCCCC)[N+](C)(C)C arachyl-trimethyl-ammonium chloride